BrC1=CC=C2C=C(C(=NC2=C1)C=1C(=C2N(C=C(C=C2N1)C(F)(F)F)CC)Cl)S(=O)(=O)CC 2-(7-bromo-3-ethylsulfonylquinolin-2-yl)-3-chloro-4-ethyl-6-trifluoromethyl-4H-pyrrolo[3,2-b]pyridine